ClC=1C=C(O[C@@H]2C=3N(CCC2)N=C(N3)NC3[C@H]2CN(C[C@@H]3CC2)C2=CN=NC(=C2)OC)C=C(C1)F (S)-8-(3-chloro-5-fluorophenoxy)-N-((1r,5S,8S)-3-(6-methoxypyridazin-4-yl)-3-azabicyclo[3.2.1]oct-8-yl)-5,6,7,8-tetrahydro-[1,2,4]triazolo[1,5-a]pyridin-2-amine